COC=1C=NC=CC1C1=CC2=C(C=N1)NC(N2CC2=CC=C(C=C2)C=2N(C=C(N2)C(F)(F)F)C)=O 6-(3-Methoxypyridin-4-yl)-1-(4-(1-methyl-4-(trifluoromethyl)-1H-imidazol-2-yl)benzyl)-1,3-dihydro-2H-imidazo[4,5-c]pyridin-2-one